tert-butyl (2'S,7S)-2'-methylspiro[4,5-dihydrothieno[2,3-c]pyran-7,4'-piperidine]-1'-carboxylate C[C@@H]1N(CC[C@@]2(C1)OCCC1=C2SC=C1)C(=O)OC(C)(C)C